3-benzoylamino-6,7-dimethoxy-1-methylisoquinoline C(C1=CC=CC=C1)(=O)NC=1N=C(C2=CC(=C(C=C2C1)OC)OC)C